C(C)(=O)N1[C@@H](CN(CC1)C(\C=C/Cl)=O)C1=CC(=CC(=C1)C=1C=NC(=NC1)C)Cl (R,Z)-1-(4-acetyl-3-(3-chloro-5-(2-methylpyrimidin-5-yl)phenyl)piperazin-1-yl)-3-chloroprop-2-en-1-one